N[C@H]1CCC2=CC(=CC=C12)N1C(=NC=2C1=NC(=CC2)C)C=2C(=NC=CC2)N 3-{3-[(1S)-1-amino-2,3-dihydro-1H-inden-5-yl]-5-methylimidazo[4,5-b]pyridin-2-yl}pyridin-2-amine